FC(OC1=CC=C(C=C1)C1=CN=C2N1C=CN=C2NC2=CC(=C(C(=O)N1CCC(CC1)C(=O)N[C@H]1[C@H](O[C@@H]([C@H]([C@@H]1O)O)CO)O)C=C2)C)F 1-[4-[[3-[4-(difluoromethoxy)phenyl]imidazo[1,2-a]pyrazin-8-yl]amino]-2-methylbenzoyl]-N-[(2S,3R,4R,5S,6R)-2,4,5-trihydroxy-6-(hydroxymethyl)oxan-3-yl]piperidine-4-carboxamide